(3-amino-1-(pyrimidin-2-yl)-1H-pyrazol-4-yl)((1R,5S,6s)-6-((4-(2-aminopropan-2-yl)-6-(4-fluorophenyl)pyridin-2-yl)oxy)-3-azabicyclo[3.1.0]hexan-3-yl)methanone NC1=NN(C=C1C(=O)N1C[C@@H]2C([C@@H]2C1)OC1=NC(=CC(=C1)C(C)(C)N)C1=CC=C(C=C1)F)C1=NC=CC=N1